(3-(3-methyl-1-(tetrahydro-2H-pyran-2-yl)-1H-pyrazol-5-yl)-5-((R)-3-methylmorpholino)isothiazolo[4,5-b]pyridin-7-yl)methanol CC1=NN(C(=C1)C1=NSC=2C1=NC(=CC2CO)N2[C@@H](COCC2)C)C2OCCCC2